N1C[C@H]([C@H](C1)O)O (3r,4s)-pyrrolidine-3,4-diol